NC1=CC(=C2CCC(C2=C1)=O)F 6-amino-4-fluoro-2,3-dihydro-1H-inden-1-one